O=CC(=O)C1=CC=C(OCC(=O)O)C=C1 4-(oxoacetyl)phenoxyacetic acid